C(C(C)C)OCC(C#N)C 3-isobutoxyisobutyronitrile